ClC1=CC=C(C=C1)C1=CC2=C(N=CN(C2=O)[C@H](C)C(C)(C)O)C(=N1)C=1C=NC=CC1 (R)-6-(4-chlorophenyl)-3-(3-hydroxy-3-methylbutan-2-yl)-8-(pyridin-3-yl)pyrido[3,4-d]pyrimidin-4(3H)-one